NC(C)(C)C1=CC=NC2=C(C=C(C=C12)C1=NC(=NC=C1F)NC1CCN(CC1)S(=O)(=O)C)F 4-(4-(2-aminopropan-2-yl)-8-fluoroquinolin-6-yl)-5-fluoro-N-(1-(methylsulfonyl)piperidin-4-yl)pyrimidin-2-amine